tripropylene glycol di-acrylate C(C=C)(=O)OC(C)COC(C)COC(C)COC(C=C)=O